(rac)-tert-butyl 4-[[2-amino-5-(1-methylpyrrolidin-3-yl)oxy-3-pyridyl]amino]piperidine-1-carboxylate NC1=NC=C(C=C1NC1CCN(CC1)C(=O)OC(C)(C)C)O[C@H]1CN(CC1)C |r|